C(CCC)OC1=CC=C(C=C1)S(=O)(=O)OC1=CC=C(C=C1)NC(NC1=CC=C(C=C1)OS(=O)(=O)C1=CC=C(C=C1)OCCCC)=O bis-[4-(p-butoxybenzenesulfonyloxy)phenyl]urea